ethyl 4-amino-2,5,6-trichloronicotinate NC1=C(C(=NC(=C1C(=O)OCC)Cl)Cl)Cl